1-{1-[(3bR,4aR)-1-{2-[4-(2,3-Dimethylphenyl)piperazin-1-yl]-2-oxoethyl}-3b,4,4a,5-tetrahydro-1H-cyclopropa[3,4]cyclopenta[1,2-c]pyrazol-3-carbonyl]piperidin-4-yl}imidazolidin-2-on CC1=C(C=CC=C1C)N1CCN(CC1)C(CN1N=C(C2=C1C[C@@H]1[C@H]2C1)C(=O)N1CCC(CC1)N1C(NCC1)=O)=O